1-mercaptofluorene SC1=CC=CC=2C3=CC=CC=C3CC12